N1(CCNCC1)C(=O)OC(=O)C1=NC=C(C(=N1)C(C)(C)C)Cl tert-butyl-(5-chloropyrimidine-2-carbonyl) piperazine-1-carboxylate